4-bromo-7-ethyl-7-methyl-9-(piperidin-4-yl)indolo[1,2-a]quinazolin-5(7H)-one BrC=1C=2C(N=C3N(C2C=CC1)C1=CC=C(C=C1C3(C)CC)C3CCNCC3)=O